ClC1=C(C=C(C=C1)[C@@H](C)NC(=O)C=1OC=C(N1)C1=NC(=NC=C1C)NC1=CC=NN1C)F (R)-N-(1-(4-chloro-3-fluorophenyl)ethyl)-4-(5-methyl-2-((1-methyl-1H-pyrazol-5-yl)amino)pyrimidin-4-yl)oxazole-2-carboxamide